OC1=C2CN(C(C2=CC=C1)=O)[C@@H]1C(N(C(CC1)=O)C(=O)OC(C)(C)C)=O (S)-tert-butyl 3-(4-hydroxy-1-oxo-isoindol-2-yl)-2,6-dioxopiperidine-1-carboxylate